N,N-diethyl-1,3-propylenediamine C(C)N(CCCN)CC